5Z,7E,9E,13Z,15E,19Z-docosahexaenoic acid C(C=C\C=C/C=C/C=C/C=C\C=C/CCCCCCCCC)(=O)O